7'-(((1-methylcyclobutyl)amino)methyl)-1',2'-dihydrospiro[cyclopropane-1,3'-pyrrolo[3,2-b]pyridine]-5'-carbonitrile CC1(CCC1)NCC1=C2C(=NC(=C1)C#N)C1(CN2)CC1